4-(1-(2-amino-2-oxoethyl)-5-(2,6-dimethylphenoxy)-1H-indazol-6-yl)-N-ethyl-6-methyl-7-oxo-6,7-dihydro-1H-pyrrolo[2,3-c]pyridine-2-carboxamide NC(CN1N=CC2=CC(=C(C=C12)C=1C2=C(C(N(C1)C)=O)NC(=C2)C(=O)NCC)OC2=C(C=CC=C2C)C)=O